rac-(1r,2r,3s,4r,5s)-5-hydroxy-3-(2-methoxypyridin-4-yl)-N-(4-(trifluoromethyl)pyridin-2-yl)-7-oxabicyclo[2.2.1]heptane-2-carboxamide O[C@@H]1[C@H]2[C@@H]([C@H]([C@@H](C1)O2)C(=O)NC2=NC=CC(=C2)C(F)(F)F)C2=CC(=NC=C2)OC |r|